2-cyano-1-(5-(1-(2-thienylformyl)pyrrolidine-3-yl)pentyl)-3-(3-pyridinyl)guanidine C(#N)N=C(NCCCCCC1CN(CC1)C(=O)C=1SC=CC1)NC=1C=NC=CC1